(S)-N-(1-amino-3-hydroxy-2-methyl-1-oxopropan-2-yl)-5-(1H-benzo[d]imidazol-2-yl)-2-methylbenzofuran-3-carboxamide NC([C@@](CO)(C)NC(=O)C1=C(OC2=C1C=C(C=C2)C2=NC1=C(N2)C=CC=C1)C)=O